C(C)(C)C=1C(=NNC1C=1C=C(C=2N(C1)N=CN2)C)C2=CC=C(C=C2)[C@H](C)NC (S)-1-(4-(4-isopropyl-5-(8-methyl-[1,2,4]triazolo[1,5-a]pyridin-6-yl)-1H-pyrazol-3-yl)phenyl)-N-methylethan-1-amine